2-((2-chlorophenyl)ethynyl)aniline tert-butyl-(6'R)-2-(3-methoxytetrahydrofuran-3-yl)-4,6'-dimethyl-3',6'-dihydro-[3,4'-bipyridine]-1'(2'H)-carboxylate C(C)(C)(C)OC(=O)N1CCC(=C[C@H]1C)C=1C(=NC=CC1C)C1(COCC1)OC.ClC1=C(C=CC=C1)C#CC1=C(N)C=CC=C1